bisfluorene diacrylate C(C=C)(=O)O.C(C=C)(=O)O.C1=CC=CC=2C3=CC=CC=C3CC12.C1=CC=CC=2C3=CC=CC=C3CC12